2-methylpropylhexanoate CC(COC(CCCCC)=O)C